3-bromo-1-(2-chloro-4-cyanophenyl)-1H-pyrazole-5-carboxylic acid ethyl ester C(C)OC(=O)C1=CC(=NN1C1=C(C=C(C=C1)C#N)Cl)Br